CC1(CC(C1(O)O)(C)C)C TETRAMETHYL-CYCLOBUTANEDIOL